1,7-bis(4-methoxyphenyl)-1,4-heptadiene COC1=CC=C(C=C1)C=CCC=CCCC1=CC=C(C=C1)OC